CC1=C(C=C(C(=C1)OC1=CC(=CC=C1)SC(C(F)F)(F)F)C)C(N(C)CC)=N (2,5-dimethyl-4-{3-[(1,1,2,2-tetrafluoroethyl)-sulfanyl]phenoxy}phenyl)-N-ethyl-N-methylimidoformamide